2-azaspiro[3.5]nonane-7-one trifluoroacetate FC(C(=O)O)(F)F.C1NCC12CCC(CC2)=O